OC(CN(CCN(CCN1CCN(CC1)CCN(CCCCCCCCCCC(C)O)CCCCCCCCCCC(C)O)CC(CCCCCCCCCC)O)CC(CCCCCCCCCC)O)CCCCCCCCCC (2-(4-(2-((2-(bis(2-hydroxydodecyl)amino)ethyl)(2-hydroxydodecyl)amino)ethyl)piperazin-1-yl)ethylazanediyl)bis(dodecan-2-ol)